benzyl (2S,5R)-5-((3-(2,2-difluorocyclopropyl)-1-((2-(trimethylsilyl)ethoxy)methyl)-1H-pyrrolo[2,3-b]pyridin-4-yl)amino)-2-methylpiperidine-1-carboxylate FC1(C(C1)C1=CN(C2=NC=CC(=C21)N[C@@H]2CC[C@@H](N(C2)C(=O)OCC2=CC=CC=C2)C)COCC[Si](C)(C)C)F